C1(CCCCC1)CNC=1SC(=C(N1)C)C=1C=CC(=C(C1)S(=O)(=O)NC1C(CCCC1)C)OC 5-[2-(cyclohexylmethylamino)-4-methyl-thiazol-5-yl]-2-methoxy-N-(2-methylcyclohexyl)benzenesulfonamide